(3-(oxiran-2-yl) propyl) carbamate C(N)(OCCCC1OC1)=O